CN(C(C)=O)C(C(=O)O)C 2-(N-METHYLACETAMIDO)PROPANOIC ACID